FC=1C(=C(C(=O)N)C=C(C1F)CC1=C(C(=CC=C1)N(S(N)(=O)=O)CCOC)F)NC1=C(C=C(C=C1)I)F 3,4-Difluoro-2-(2-fluoro-4-iodoanilino)-5-[[2-fluoro-3-(2-methoxyethyl-sulfamoylamino)phenyl]methyl]benzamide